C1(=CCCCC1)P(O)(=O)CCC1=CC=CC=C1 cyclohexenyl-phenethyl-phosphinic acid